bis-epoxyethylene glycol C12(C(O1)(O2)O)O